[C@H](C)(CC)[C@@H]1N(CC2=C(NC1=O)C=CC(=C2)F)C(=O)C=2C=NNC2 (S)-3-((S)-sec-butyl)-7-fluoro-4-(1H-pyrazole-4-carbonyl)-1,3,4,5-tetrahydro-2H-benzo[e][1,4]diazepin-2-one